3-([1,1'-biphenyl]-3-yl)-3H-imidazo[4,5-b]pyridine C1(=CC(=CC=C1)N1C=NC=2C1=NC=CC2)C2=CC=CC=C2